ClC=1C=C(C=CC1C1=NC=2C=CC3=C(C2C=C1)C1=C(S3)C(N[C@@H](CN1)C)=O)N1CCN(CC1)C(=O)OC(C)(C)C 1-Tert-butyl (R)-4-(3-chloro-4-(10-methyl-8-oxo-9,10,11,12-tetrahydro-8H-[1,4]diazepino[5',6':4,5]thieno[3,2-f]quinolin-3-yl)phenyl)piperazine-1-carboxylate